The molecule is a diamino-1,3,5-triazine that is N,N'-diethyl-1,3,5-triazine-2,4-diamine substituted by a methylthio group at position 6. It has a role as a herbicide. It is a diamino-1,3,5-triazine and a methylthio-1,3,5-triazine. CCNC1=NC(=NC(=N1)SC)NCC